5-((5-((4'-chloro-5,5-dimethyl-3,4,5,6-tetrahydro-[1,1'-biphenyl]-2-yl)methyl)hexahydropyrrolo[3,4-c]pyrrol-2(1H)-yl)methyl)-2-(2,6-dioxopiperidin-3-yl)isoindoline-1,3-dione ClC1=CC=C(C=C1)C1=C(CCC(C1)(C)C)CN1CC2C(C1)CN(C2)CC=2C=C1C(N(C(C1=CC2)=O)C2C(NC(CC2)=O)=O)=O